2-methylpropionamide hydrochloride Cl.CC(C(=O)N)C